C(C(=O)C)(=O)[O-].[Na+] Sodium pyruvate